Cl.Cl.C(C1=CC=CC=C1)OC(=O)C1=C(C=NC2=CC=CC=C12)OC[C@@H](CC1=CC=CC=C1)N.CC(C)NS(=O)(=O)C1=CC=CC=C1 N-(prop-2-yl)benzenesulfonamide Benzyl-(R)-3-(2-amino-3-phenylpropoxy)quinoline-4-carboxylate dihydrochloride